OC1=C(C=C2C(=C(C(N(C2=C1)C)=O)C#N)N1CCC(CC1)(C=1OC2=C(N1)C=C(C=C2)C)C)C#N 7-hydroxy-1-methyl-4-[4-methyl-4-(5-methyl-1,3-benzoxazol-2-yl)piperidin-1-yl]-2-oxo-1,2-dihydroquinoline-3,6-dinitrile